CC=1SC=CC1 methyl-(thiophene)